(2R)-2-[(benzyloxy)methyl]-1,4-dioxane C(C1=CC=CC=C1)OC[C@H]1OCCOC1